C(C1=CC=CC=C1)OCC1(CCC(CC1)(F)F)C(=O)OCC Ethyl 1-((Benzyloxy)Methyl)-4,4-Difluorocyclohexane-1-Carboxylate